6-(3-fluoro-4-(8-(2-methoxyethyl)-3,8-diazabicyclo[3.2.1]oct-3-yl)phenyl)-1,4-dimethyl-2-(4-(methylsulfonyl)phenyl)-1H-pyrrolo[3,2-c]pyridine FC=1C=C(C=CC1N1CC2CCC(C1)N2CCOC)C2=CC1=C(C(=N2)C)C=C(N1C)C1=CC=C(C=C1)S(=O)(=O)C